O.O[C@H](C)[C@@H]1[C@H]2CC(=C(N2C1=O)C(=O)O)SCCNC=N (5R,6S)-6-[(1R)-1-hydroxyethyl]-3-[[2-[(iminomethyl)amino]ethyl]thio]-7-oxo-1-azabicyclo[3.2.0]hept-2-ene-2-carboxylic acid monohydrate